N4-((1S,2S)-2-methylcyclopropyl)pyridine-2,4-dicarboxamide C[C@@H]1[C@H](C1)NC(=O)C1=CC(=NC=C1)C(=O)N